methyl (2R)-2-{[1-(3-fluoropyridin-2-yl)-5-(6-fluoropyridin-3-yl)-1H-pyrazole-3-yl]oxy}propanoate FC=1C(=NC=CC1)N1N=C(C=C1C=1C=NC(=CC1)F)O[C@@H](C(=O)OC)C